FC1CN(C1)C(=O)NC1=CC(=C(C=C1)F)N1N=C2N=CC(=CC2=C1)N1CC(C1)(C)O 3-fluoro-N-{4-fluoro-3-[5-(3-hydroxy-3-methylazetidin-1-yl)-2H-pyrazolo[3,4-b]pyridin-2-yl]phenyl}azetidine-1-carboxamide